Cl.C(C)C1(CNCCC1)CO (3-ethylpiperidin-3-yl)methanol hydrochloride